fluoro(vinyl)phosphinic acid FP(O)(=O)C=C